C1(=CC=CC=C1)C1N(OCC1)S(=O)(=O)C=CC1=CC=CC=C1 3-phenyl-2-(styrenesulfonyl)isoxazolidine